1-(1-(4-(2,6-dioxopiperidin-3-yl)-3,5-difluorophenyl)azetidin-3-yl)-3-((1R,3R)-3-phenylcyclobutyl)urea O=C1NC(CCC1C1=C(C=C(C=C1F)N1CC(C1)NC(=O)NC1CC(C1)C1=CC=CC=C1)F)=O